6-(6-chloro-2,5-dimethylpyrimidin-4-yl)-8-methyl-3-nitro-5,6,7,8-tetrahydro-1,6-naphthyridine ClC1=C(C(=NC(=N1)C)N1CC=2C=C(C=NC2C(C1)C)[N+](=O)[O-])C